dibromocarbazole methyl-benzoate COC(C1=CC=CC=C1)=O.BrC1=C(C=2NC3=CC=CC=C3C2C=C1)Br